ethyl 1-(2-((4-methoxybenzyl)amino)benzo[cd]indol-6-yl)-5-(trifluoromethyl)-1H-pyrazole-4-carboxylate COC1=CC=C(CNC2=NC3=CC=C(C=4C3=C2C=CC4)N4N=CC(=C4C(F)(F)F)C(=O)OCC)C=C1